ClC=1C(=NC=CC1)C(=O)NC1(CCN(CC1)C1=NC=C(N=C1)C=1C=2N(C=C(C1)OCCN1CCOCC1)N=CC2C#N)C 3-chloro-N-(1-(5-(3-cyano-6-(2-morpholinoethoxy)pyrazolo[1,5-a]pyridin-4-yl)pyrazin-2-yl)-4-methylpiperidin-4-yl)picolinamide